C(CCC)OC(=O)C1=CN(C(C(=C1)C(NC)=O)=O)CC=1C=CC=C2CCCNC12 5-(methylcarbamoyl)-6-oxo-1-((1,2,3,4-tetrahydroquinolin-8-yl)methyl)1,6-dihydropyridine-3-carboxylic acid butyl ester